4-(octylthio)tetrahydro-2H-pyran-2-one C(CCCCCCC)SC1CC(OCC1)=O